N[C@@H](CCC(=O)C1=CC(C(C=C1)=O)=O)C(=O)O gamma-l-glutamyl-3,4-benzoquinone